ClC=1C=C(C=C(C1)Cl)S(=O)(=O)O 3,5-dichloro-benzenesulfonic acid